2-methyl-1-penten-1-one CC(=C=O)CCC